C(CCCCC)(=O)OC(CCCCC)=O Hexanoic acid anhydride